O1CCNC(C2=C1C=CC=C2)=O 2,3-dihydro-1,4-benzoxazepine-5-one